Hydrogen Maleate C(\C=C/C(=O)[O-])(=O)O